C(C)(C)(C)N1CC(NCC1)CN(C)C1(CC1)C(=O)OC 4-(tert-butyl)-2-(((1-(methoxycarbonyl)cyclopropyl)(methyl)amino)methyl)piperazin